COC=1C=CC2=C(C1)CO[C@@H]1[C@H]2NCC1 Cis-(3aS,9bS)-7-methoxy-1,2,3,3a,5,9b-hexahydroisochromeno[4,3-b]pyrrole